[C@H]12N(C[C@H](NC1)C2)C2=CC(=NC(=N2)S(=O)(=O)C)NC2=CC(=C(C=C2)F)Cl 6-((1R,4R)-2,5-diazabicyclo[2.2.1]heptan-2-yl)-N-(3-chloro-4-fluorophenyl)-2-(methylsulfonyl)pyrimidin-4-amine